O1O[SiH2]1 dioxasilirane